C1(CCC1)CN1N=CC(=C1)B1OC(C(O1)(C)C)(C)C 1-(cyclobutylmethyl)-4-(4,4,5,5-tetramethyl-1,3,2-dioxaborolan-2-yl)-1H-pyrazole